2-(3,4-Dimethoxyphenyl)-7-[4-(pyrrolidin-1-ylmethyl)piperidin-1-yl]-4H-pyrido[1,2-a]pyrimidin-4-one COC=1C=C(C=CC1OC)C=1N=C2N(C(C1)=O)C=C(C=C2)N2CCC(CC2)CN2CCCC2